C(C=C)(=O)OC(CCCCC)CCOC(C=C)=O 6,8-octanediol diacrylate